[K+].COC=1C=CC2=C(SC(=C2)C(=O)[O-])C1 6-methoxy-benzo[B]thiophene-2-carboxylic acid potassium salt